N[C@H](/C=C/C(=O)OCC)CO ethyl (R,E)-4-amino-5-hydroxypent-2-enoate